NC1=C2N(C(N(C2=NC(=N1)NC=1C=C2CN(C(C2=CC1)=O)C)C(C)C)=O)C=1C=C2C=CNC2=CC1 6-amino-7-(1H-indol-5-yl)-9-isopropyl-2-[(2-methyl-1-oxo-2,3-dihydro-1H-isoindole-5-yl)amino]-7,9-dihydro-8H-purine-8-one